ClC1=C(C=C(C=C1)C=1OC(=NN1)C=1C=NC(=CC1)C)OCC#C 2-(4-chloro-3-(prop-2-yn-1-yloxy)phenyl)-5-(6-methylpyridin-3-yl)-1,3,4-oxadiazole